(1-methylethyl)-5-[(1E)-2-phenylvinyl]-1,3-benzenediol CC(C)C1=C(C=C(C=C1O)\C=C\C1=CC=CC=C1)O